2-(2-Chlorophenyl)-N-[4-(2-cyclopropyl-1,3-oxazol-5-yl)-3-sulfamoylphenyl]acetamide ClC1=C(C=CC=C1)CC(=O)NC1=CC(=C(C=C1)C1=CN=C(O1)C1CC1)S(N)(=O)=O